COC1(CCC(CC1)CC(=O)OC)OC Methyl 2-(4,4-dimethoxycyclohexyl)acetate